OC(C(C#N)C1=CC=C(C=C1)CC=1C(NC2=CC=CC=C2C1)=O)C 3-hydroxy-2-(4-((2-oxo-1,2-dihydroquinolin-3-yl)methyl)phenyl)butanenitrile